(Z)-1-(2-chloro-4-(4-(4-(trifluoromethoxy)phenyl)-1H-imidazol-1-yl)phenyl)-3-(3-(5-methyl-2-(3,3,3-trifluoropropoxy)phenyl)-4-oxothiazolidin-2-ylidene)urea ClC1=C(C=CC(=C1)N1C=NC(=C1)C1=CC=C(C=C1)OC(F)(F)F)NC(=O)\N=C\1/SCC(N1C1=C(C=CC(=C1)C)OCCC(F)(F)F)=O